ClC=1C(=C2C=NNC2=C(C1F)C#CC)C=1N=CC=2N(C1)C=C(N2)NC(=O)[C@H]2[C@H](C2)F (1S,2S)-N-(6-(5-chloro-6-fluoro-7-(prop-1-yn-1-yl)-1H-indazol-4-yl)imidazo[1,2-a]pyrazin-2-yl)-2-fluorocyclopropane-1-carboxamide